C(C)OC(CCCCCCC\C=C/CCC(OC)OC(CC\C=C/CCCCCCCC(OCC)OCC)OC)OCC (3Z)-12,12-diethoxy-3-dodecenylmethoxymethyl ether